BrC1=C2C=CNC2=CC(=C1OC=1C=CC(=C(C#N)C1)F)F 5-((4-bromo-6-fluoro-1H-indol-5-yl)oxy)-2-fluoro-benzonitrile